Trifluoroiodine FI(F)F